IC1=CN=C2N1C=C(C(=C2)OC)S(=O)(=O)C(CN2CCN(CC2)C)(C)C 3-iodo-7-methoxy-6-((2-methyl-1-(4-methylpiperazin-1-yl)propan-2-yl)sulfonyl)imidazo[1,2-a]pyridine